tert-butyl 2-bromo-5,6-dihydroimidazo[1,2-a]pyrazin-7(8H)-carboxylate BrC=1N=C2N(CCN(C2)C(=O)OC(C)(C)C)C1